N[C@H](C(=O)O[C@@H]1[C@H](O[C@]([C@@H]1O)(C1=CC=C2C(=NC=NN21)NC(CCCCC)=O)C#N)COC(CC2CCCC2)=O)C(C)(C)C (2R,3S,4R,5R)-5-cyano-2-((2-cyclopentylacetoxy)methyl)-5-(4-hexanamidopyrrolo[2,1-f][1,2,4]triazin-7-yl)-4-hydroxytetrahydrofuran-3-yl (S)-2-amino-3,3-dimethylbutanoate